tert-Butyl 2-[(1-acetyl-4-piperidyl)amino]-6-(4-methylpiperazin-1-yl)pyridine-4-carboxylate C(C)(=O)N1CCC(CC1)NC1=NC(=CC(=C1)C(=O)OC(C)(C)C)N1CCN(CC1)C